(s,S)-4-[5-(3,5-Dichlorophenyl)-5-(Trifluoromethyl)-4H-isoxazol-3-YL]-2-Methyl-Benzoic Acid ClC=1C=C(C=C(C1)Cl)[C@@]1(CC(=NO1)C1=CC(=C(C(=O)O)C=C1)C)C(F)(F)F